1,2,4-triazolo[1,5-a]pyrimidine N1=CN=C2N1C=CC=N2